3-(bis(trimethylsiloxy)methylsilyl)propylacrylamide C[Si](OC(O[Si](C)(C)C)[SiH2]CCCC(C(=O)N)=C)(C)C